N'-(2,6-dimethylpyrimidin-4-yl)acrylhydrazide CC1=NC(=CC(=N1)NNC(C=C)=O)C